(S)-4-(4-cyano-2,3-dihydrobenzofuran-7-yl)-5-ethoxy-2,8-dimethyl-1,4-dihydro-1,6-naphthyridine-3-carboxamide C(#N)C1=CC=C(C2=C1CCO2)[C@@H]2C(=C(NC1=C(C=NC(=C21)OCC)C)C)C(=O)N